(3-mercapto-propyl)-trimethoxysilane SCCC[Si](OC)(OC)OC